C(C=C)(=O)N1CC2(C1)CN(CC2)C=2C=NC=CC2C2=CC(=C(CNC(=O)C1=NOC(=N1)C(C)(C)C)C=C2)C N-(4-(3-(2-acryloyl-2,6-diazaspiro[3.4]octan-6-yl)pyridin-4-yl)-2-methylbenzyl)-5-(tert-butyl)-1,2,4-oxadiazole-3-carboxamide